NCCC(CN)N 1-(2-aminoethyl)ethane-1,2-diamine